9-methyl-7-(3-(trifluoromethyl)-1H-pyrazol-4-yl)-8,9,10,11-tetrahydro-3H-pyrazolo[4,3-a]phenanthridine CC1CC=2C(=NC3=CC=C4C(=C3C2CC1)C=NN4)C=4C(=NNC4)C(F)(F)F